3,6-diazanonanoate C(CNCCNCCC)(=O)[O-]